molybdenum(VI) oxalate C(C(=O)[O-])(=O)[O-].[Mo+6].C(C(=O)[O-])(=O)[O-].C(C(=O)[O-])(=O)[O-]